C1(CC1)C[C@@H]1C[C@@H]2[C@H](N([C@H]1CC2)C(=O)O)C(=O)O (1s,3s,4r,6r)-6-(cyclopropylmethyl)-2-azabicyclo[2.2.2]octane-2,3-dicarboxylic acid